(E)-4-(5-hydroxy-1-(4-(1-isopropylazetidin-3-yl)phenyl)-2-phenylpent-1-en-1-yl)phenol OCCC\C(=C(\C1=CC=C(C=C1)C1CN(C1)C(C)C)/C1=CC=C(C=C1)O)\C1=CC=CC=C1